5-(3,5-Dimethyl-4-(4-methylpiperazin-1-yl)phenyl)-1-p-toluenesulfonyl-1H-pyrrole CC=1C=C(C=C(C1N1CCN(CC1)C)C)C1=CC=CN1S(=O)(=O)C1=CC=C(C)C=C1